(R)-4-(3,4-dichloro-5-fluoro-1H-indole-2-carbonyl)-1,5-dimethylpiperazin-2-one ClC1=C(NC2=CC=C(C(=C12)Cl)F)C(=O)N1CC(N(C[C@H]1C)C)=O